[Si](C1=CC=CC=C1)(C1=CC=CC=C1)(C(C)(C)C)OC[C@@H]1[C@]([C@@H]2[C@@H](OC(O2)(C)C)O1)(O)C(F)F (3aR,5R,6R,6aR)-5-(((tert-butyldiphenylsilyl)oxy)methyl)-6-(difluoromethyl)-2,2-dimethyltetrahydrofuro[2,3-d][1,3]dioxol-6-ol